C(#N)C=1C=C(C=CC1C#N)C(NCC1=CC(=CC(=C1)OC)OC)=S 3,4-dicyano-N-(3,5-dimethoxybenzyl)benzenethioamide